ClC=1C=CC(=C(C(=O)N)C1)S(N[C@@H]([C@H](C)C1=CC(=CC2=CC=CC=C12)F)C=1OC(NN1)=O)(=O)=O 5-chloro-2-(N-((1S,2R)-2-(3-fluoronaphthalen-1-yl)-1-(5-oxo-4,5-dihydro-1,3,4-oxadiazol-2-yl)propyl)sulfamoyl)benzamide